C(CCC)N(C(SCSC(N(CCCC)CCCC)=S)=S)CCCC methylene bis(dibutyl dithio carbamate)